[Si](C)(C)(C(C)(C)C)OCC1(CN2C(O1)=C(C=N2)S(=O)(N(C(C2=CC=CC=C2)(C2=CC=CC=C2)C2=CC=CC=C2)C(NC2=C1CCC1=C(C=1CCC21)F)=O)=N)C 2-(((tert-butyldimethylsilyl)oxy)methyl)-N-((7-fluorotricyclo[6.2.0.03,6]deca-1,3(6),7-trien-2-yl)carbamoyl)-2-methyl-N-trityl-2,3-dihydropyrazolo[5,1-b]oxazole-7-sulfonimidamide